(S)-(1-((7-((2-methyl-[1,1'-biphenyl]-3-yl)methoxy)-5-(2,2,2-trifluoroethoxy)-2,3-dihydro-1H-inden-4-yl)methyl)piperidin-2-yl)methanol CC1=C(C=CC=C1COC=1C=C(C(=C2CCCC12)CN1[C@@H](CCCC1)CO)OCC(F)(F)F)C1=CC=CC=C1